(S)-3-oxo-3-(3-((5-(pyridin-2-ylethynyl)-1H-pyrrolo[2,3-b]pyridin-4-yl)amino)piperidin-1-yl)propionitrile O=C(CC#N)N1C[C@H](CCC1)NC1=C2C(=NC=C1C#CC1=NC=CC=C1)NC=C2